O=C1NC2=C(S(C3=C1C=CC=C3)(=O)=O)C=CC(=C2)C(=O)NCC2=CN=C(S2)C(F)(F)F 11-oxo-N-((2-(trifluoromethyl)thiazol-5-yl)methyl)-10,11-dihydrodibenzo[b,f][1,4]thiazepine-8-carboxamide 5,5-dioxide